FC(C1=C2C(=NC=C1)NC=C2)(F)F 4-(Trifluoromethyl)-1H-pyrrolo[2,3-b]pyridine